N-(4-{[3-(3-cyanopropyl)-1-(4-methylbenzene-1-sulfonyl)-1H-pyrrolo[2,3-b]pyridin-4-yl]oxy}-3,5-difluorophenyl)-N'-{[3-(propan-2-yl)oxetan-3-yl]methyl}urea C(#N)CCCC1=CN(C2=NC=CC(=C21)OC2=C(C=C(C=C2F)NC(=O)NCC2(COC2)C(C)C)F)S(=O)(=O)C2=CC=C(C=C2)C